BrC1=CC=C(C=C1)NC(=O)N[C@H](C(=O)NCP(OC(C)C)(OC(C)C)=O)CC(C)C dipropan-2-yl ({[(2S)-2-{[(4-bromophenyl)carbamoyl]amino}-4-methylpentanoyl]amino}methyl)phosphonate